cyclohexane-1-carboxylic acid methyl ester hydrochloride Cl.COC(=O)C1CCCCC1